IC1=CC(=C(C=C1F)C(C)=O)C(F)(F)F 1-(4-iodo-5-fluoro-2-(trifluoromethyl)phenyl)ethan-1-one